NC1=NC=NN2C1=CC=C2[C@]2([C@@H]([C@@H]([C@H](O2)COP(=O)(OC2=CC=C(C=C2)C#N)N[C@@H](C)C(=O)OCC(CC)CC)O)O)C#N 2-ethylbutyl ((((2R,3S,4R,5R)-5-(4-aminopyrrolo[2,1-f][1,2,4]triazin-7-yl)-5-cyano-3,4-dihydroxytetrahydrofuran-2-yl)methoxy)(4-cyanophenoxy)phosphoryl)-L-alaninate